N1N=CC2=CC=C(C=C12)C=1N=C(C=2N(C1)N=CN2)NC2=CC(=C(C=C2)N2CCOCC2)OC 6-(1H-indazol-6-yl)-N-(3-methoxy-4-morpholinophenyl)-[1,2,4]triazolo[1,5-a]pyrazin-8-amine